2-{[(1S)-1-{4-[3-(4-acryloylpiperazin-1-yl)oxetan-3-yl]Phenyl}ethyl]Amino}-8-(prop-2-yl)pyrido[2,3-d]Pyrimidine-7(8H)-one C(C=C)(=O)N1CCN(CC1)C1(COC1)C1=CC=C(C=C1)[C@H](C)NC=1N=CC2=C(N1)N(C(C=C2)=O)C(C)C